methylphenyltin trissuberate C(CCCCCCC(=O)[O-])(=O)[O-].C(CCCCCCC(=O)[O-])(=O)[O-].C(CCCCCCC(=O)[O-])(=O)[O-].C[Sn+2]C1=CC=CC=C1.C[Sn+2]C1=CC=CC=C1.C[Sn+2]C1=CC=CC=C1